[Zr].[Au].[Cu] copper-gold-zirconium